C(C)(=O)N[C@H](C(=O)N[C@H](C(=O)O)CCC(C)(C)C)[C@H](CC)C (2S)-2-[(2S,3S)-2-acetamido-3-methylpentanoylamino]-5,5-dimethylhexanoic acid